C(C)N1C2=C(C3=CC=CC=C13)C=CN=C2C=C 9-ethyl-1-vinyl-9H-pyrido[3,4-b]indole